3-[2-(6-chloro-1-cyclobutyl-1,3-benzodiazol-5-yl)ethynyl]-1-[(3S,5R)-5-(methoxymethyl)-1-(prop-2-enoyl)pyrrolidin-3-yl]-5-(methylamino)pyrazole-4-carboxamide ClC=1C(=CC2=C(N(C=N2)C2CCC2)C1)C#CC1=NN(C(=C1C(=O)N)NC)[C@@H]1CN([C@H](C1)COC)C(C=C)=O